2-amino-N-((1R,2R)-2-(difluoromethoxy)cyclopentyl)-3-methyl-N-((5-(trifluoromethyl)-2-pyridinyl)methyl)-6-quinolinecarboxamide NC1=NC2=CC=C(C=C2C=C1C)C(=O)N(CC1=NC=C(C=C1)C(F)(F)F)[C@H]1[C@@H](CCC1)OC(F)F